NC1=NC=CC(=N1)C1=C(N=C(S1)C1=CC=C(C=C1)C1CCN(CC1)CC1CCN(CC1)C1=NC=C(C=C1)C1C(NC(CC1)=O)=O)C=1C(=C(C=CC1)C(CC)S(=O)(=O)N)F (3-(5-(2-aminopyrimidin-4-yl)-2-(4-(1-((1-(5-(2,6-dioxopiperidin-3-yl)pyridin-2-yl)piperidin-4-yl)methyl)piperidin-4-yl)phenyl)thiazol-4-yl)-2-fluorophenyl)propane-1-sulfonamide